2-[(1-{2-[(dimethylamino)methyl]-6-[(7-{7-fluoroimidazo[1,2-a]pyridin-3-yl}-3-oxo-1,2-dihydroisoindol-4-yl)amino]pyridin-3-yl}-4-hydroxypiperidin-4-yl)methoxy]acetaldehyde CN(C)CC1=NC(=CC=C1N1CCC(CC1)(O)COCC=O)NC1=C2C(NCC2=C(C=C1)C1=CN=C2N1C=CC(=C2)F)=O